COC=1C=C(C=C(C1)OC)C1=CC(=NN1C1=CC(=CC=C1)OCC)COC(C(=O)O)(C)C 2-([5-(3,5-Dimethoxyphenyl)-1-(3-ethoxyphenyl)-1H-pyrazol-3-yl]-methoxy)-2-methylpropanoic acid